N1(CCOCC1)C1=CC=C(C=C1)CC(=O)O[C@H]1[C@H](NC[C@@H]1O)CC1=CC=C(C=C1)OC (2R,3S,4S)-4-hydroxy-2-[(4-methoxyphenyl)methyl]pyrrolidin-3-yl 2-[4-(morpholin-4-yl)phenyl]acetate